bis(triethoxy-silylpropyl) tetrasulfide C(C)OC(CC([SiH3])(OCC)OCC)SSSSC(CC([SiH3])(OCC)OCC)OCC